(1-((4'-(6-chloro-2-(((3R,3aR,6R,6aR)-6-hydroxyhexahydrofuro[3,2-b]furan-3-yl)oxy)-1H-imidazo[4,5-b]pyridin-5-yl)-[1,1'-biphenyl]-4-yl)methyl)azetidine-3,3-diyl)dimethanol ClC=1C=C2C(=NC1C1=CC=C(C=C1)C1=CC=C(C=C1)CN1CC(C1)(CO)CO)N=C(N2)O[C@H]2[C@@H]1[C@H](OC2)[C@@H](CO1)O